O=C1NC(CCC1N1C(N(C2=C1C=CC=C2CCCOCCOCCNC(OC(C)(C)C)=O)C)=O)=O Tert-butyl N-[2-[2-[3-[1-(2,6-dioxo-3-piperidyl)-3-methyl-2-oxo-benzimidazol-4-yl]propoxy] ethoxy]ethyl]carbamate